6-(hydroxymethyl)-2-oxo-3-(3-oxo-4H-pyrido[3,2-b][1,4]oxazin-6-yl)-1-oxa-3,8-diazaspiro[4.5]decane-8-carboxylic acid tert-butyl ester C(C)(C)(C)OC(=O)N1CC(C2(CN(C(O2)=O)C=2C=CC=3OCC(NC3N2)=O)CC1)CO